CC(=O)N[C@@H]1[C@H](C=C(O[C@H]1[C@@H]([C@@H](CN)O)O)C(=O)O)O 9-amino-2-deoxy-2,3-dehydro-n-acetyl-neuraminic acid